(S)-1-(2-Methyl-3,4-dihydroquinolin-1(2H)-yl)ethan-1-one C[C@@H]1N(C2=CC=CC=C2CC1)C(C)=O